N-(3,5-Dimethylphenyl)-6-pyrrolidin-1-yl-N1-p-tolyl-[1,3,5]triazine-2,4-diamine hydrochloride Cl.CC=1C=C(C=C(C1)C)NC1N(C(=NC(=N1)N)N1CCCC1)C1=CC=C(C=C1)C